Cl.FC1=CC=C2C(=CNC2=C1)N 6-Fluoro-1H-indol-3-amine hydrochloride